C(#N)N=SC(O)=S.FC1=C(C(=CC=C1)OC)C1=CC(=NC=C1C(=O)NC=1SC(=NN1)C1=CC=NC=C1)C 4-(2-Fluoro-6-methoxyphenyl)-6-methyl-N-(5-(pyridin-4-yl)-1,3,4-thiadiazol-2-yl)nicotinamide cyanoiminodithiocarbonate